NC1=CC=CC=C1.P(=O)(O)(O)O phosphate-aniline